P(=O)(O[C@H]1O[C@@]([C@@H]([C@@H]1O)O)(C#N)C1=CC=C2C(=NC=NN21)N)(OC)OC(C)[C@@H](COCCCCCCCCCCCCCCCCCC)OCC2=CC=CC=C2 ((2R,3S,4R,5R)-5-(4-aminopyrrolo[2,1-f][1,2,4]triazin-7-yl)-5-cyano-3,4-dihydroxytetrahydrofuran-2-yl) methyl ((3R)-3-(benzyloxy)-4-(octadecyloxy) butan-2-yl) phosphate